4-(aminomethyl)piperidine-1-sulfonamide tert-butyl-(3R)-3-[(4-methylsulfonylphenoxy)methyl]piperidine-1-carboxylate C(C)(C)(C)OC(=O)N1C[C@@H](CCC1)COC1=CC=C(C=C1)S(=O)(=O)C.NCC1CCN(CC1)S(=O)(=O)N